N-Cyclopentyl-diethanolamin C1(CCCC1)N(CCO)CCO